C(C)(C)(C)OC(=O)N1CCN(CC1)C1=C(C=C(C=C1)NC(C1=CC(=C(C=C1)Br)F)=O)F 4-[4-(4-bromo-3-fluoro-benzoylamino)-2-fluoro-phenyl]-piperazine-1-carboxylic acid tert-butyl ester